C[Si](CCOCN1N=C(C=C1)[N+](=O)[O-])(C)C trimethyl-[2-[(3-nitropyrazol-1-yl)methoxy]ethyl]silane